2,2-difluoro-benzodioxole-4-formic acid FC1(OC2=C(O1)C=CC=C2C(=O)O)F